B(O)(O)[C] boronocarbon